ON1[C@@H]2CC[C@H](N(C1=O)C2)C(=O)NNC(=O)[C@@H]2N(C(CC2)=O)C(=O)OC(C)(C)C tert-butyl (2R)-2-[(2-{[(2S,5R)-6-hydroxy-7-oxo-1,6-diazabicyclo[3.2.1]oct-2-yl]carbonyl}hydrazinyl)carbonyl]-5-oxopyrrolidine-1-carboxylate